BrC1=CC=C(C=C1)C(CC(=O)OC)NC(=O)OC(C)(C)C Methyl 3-(4-bromophenyl)-3-((tert-butoxycarbonyl)amino)propanoate